COC1=CC=C(C=C1)N1CCN(CC1)C1C2=C(N(N=C2CCC1)C1=NC=CC=C1)O [4-(4-methoxyphenyl)-piperazin-1-yl]-2-pyridin-2-yl-4,5,6,7-tetrahydro-2H-indazol-3-ol